[I-].N1=CC=C(C=C1)CN 4-pyridylmethylamine iodide